ClC1=C(C=C(C=C1)OC(F)(F)F)B(O)O [2-chloro-5-(trifluoromethoxy)phenyl]boronic acid